C(C)(C)C1=C(C=CC=C1)C1=NC=C2NC(N(C2=N1)CC1=CC=C(C=C1)C1=NC=CC=N1)=O 2-(2-isopropylphenyl)-9-(4-(pyrimidin-2-yl)benzyl)-7,9-dihydro-8H-purin-8-one